C(C)OC(CCC(=O)C1=NC2=CC(=CC=C2C(=C1O)Br)C1=CC(=C(C=C1)F)C)=O 4-[4-bromo-7-(4-fluoro-3-methyl-phenyl)-3-hydroxy-quinolin-2-yl]-4-oxo-butyric acid ethyl ester